cesium tungsten-titanium-samarium [Sm].[Ti].[W].[Cs]